C(C)(C)(C)N(C(O)=O)CC1=CC=C(C=C1)CN1C(=NC(=C1I)C#N)CCCC.CC(C(=O)N)C1CCOCC1 methyl-2-(tetrahydro-2H-pyran-4-yl)acetamide tert-Butyl-(4-((2-butyl-4-cyano-5-iodo-1H-imidazol-1-yl)methyl)benzyl)carbamate